4-(9-((2,6-diethoxy-4'-fluoro-[1,1'-biphenyl]-4-yl)methyl)-3-oxo-2,9-diazaspiro[5.5]undec-2-yl)benzoic acid C(C)OC1=C(C(=CC(=C1)CN1CCC2(CCC(N(C2)C2=CC=C(C(=O)O)C=C2)=O)CC1)OCC)C1=CC=C(C=C1)F